C(CCCCCCCCCCC)(=O)OCCC(CCCC(C)C)C 3,7-dimethyloctyl laurate